FC(F)SSCC(F)(F)F (2,2,2-trifluoroethyl) (difluoromethyl) disulfide